(3S)-1-(1-(4-(2,6-DIOXOPIPERIDIN-3-YL)PHENYL)PIPERIDINE-4-CARBONYL)PYRROLIDINE-3-CARBOXYLIC ACID O=C1NC(CCC1C1=CC=C(C=C1)N1CCC(CC1)C(=O)N1C[C@H](CC1)C(=O)O)=O